COC1CCN(CC1)C(=O)C1=CC=C(C=C1)C(C)=O 1-(4-(4-methoxypiperidine-1-carbonyl)phenyl)ethan-1-one